C(C)NC(CN)=O N-ethyl-glycinamide